FC1(CCC(CC1)C1=C(OC2C(C2)C(=O)NS(=O)(=O)C2=NC(=CC=C2)NC(CO)C)C=C(C=C1)C)F 2-(4,4-Difluorocyclohexyl-5-methylphenoxy)-N-((6-((1-hydroxypropan-2-yl)amino)pyridin-2-yl)sulfonyl)cyclopropane-1-carboxamide